BrC1=C(OC2CC(C2)N(CCN2CCN(CC2)C(=O)OC(C)(C)C)C)C=CC(=C1)C(=O)OC tert-butyl 4-[2-[[3-(2-bromo-4-methoxycarbonyl-phenoxy)cyclobutyl]-methylamino]ethyl]piperazine-1-carboxylate